CC1=C(N=C(N1)C1=NC=CC(=C1)C=1C=NC=C(C1)S(=O)(=O)C)C(=O)N1CCOCC1 2'-[5-Methyl-4-(morpholin-4-ylcarbonyl)-1H-imidazol-2-yl]-5-(methylsulfonyl)-3,4'-bipyridin